C(C1=CC=CC=C1)C(CC1=C(C=CC=C1)N1CCOCC1)(CC)N(C)C 2-benzyl-2-dimethylamino-1-(morpholinophenyl)-butan